CC1(C2=CC(=CC=C2C=2C=CC(=CC12)C1=CC(=CC=C1)N)C1=CC(=CC=C1)N)C 9,9-dimethyl-2,7-bis(3-aminophenyl)fluorene